ClC1=C(C=CC=C1)C=1N=C(SC1)N/N=C/C1=C(C=CC=C1)C(=O)OCCCC (E)-4-(2-chlorophenyl)-2-(2-butoxyformylbenzylidenehydrazino)thiazole